tetrabutylphosphonium triazolate N1N=NC(=C1)C(=O)[O-].C(CCC)[P+](CCCC)(CCCC)CCCC